2,2-dimethyl-3-(morpholin-4-yl)propanal CC(C=O)(CN1CCOCC1)C